Tert-butyl (4-amino-1-(benzo[d]thiazol-2-yl)-4-oxobutyl)carbamate NC(CCC(C=1SC2=C(N1)C=CC=C2)NC(OC(C)(C)C)=O)=O